FC=1C=C(C=C(C1N)F)C1=CC(=CC=C1)OC([2H])([2H])[2H] 3,5-difluoro-3'-(methoxy-d3)-[1,1'-biphenyl]-4-amine